ClC=1C=CC(=C(C1)C1=CC(=C(N=N1)N1CC2(C1)COC(C2)=O)C(=O)OC(C)(C)C)F tert-butyl 6-(5-chloro-2-fluorophenyl)-3-{7-oxo-6-oxa-2-azaspiro[3.4]octan-2-yl}pyridazine-4-carboxylate